P(O)(O)O.P(O)(O)O.C(CCCCCCCCCCCC)C(CC(C)C1=C(C=C(C(=C1)C(C)(C)C)O)C)(C1=C(C=C(C(=C1)C(C)(C)C)O)C)C1=C(C=C(C(=C1)C(C)(C)C)O)C (tridecyl)-1,1,3-tris(2-methyl-5-tert-butyl-4-hydroxyphenyl)butane bisphosphite